FC1=C(C=C(C(=C1)F)[N+](=O)[O-])C 1,5-difluoro-2-methyl-4-nitrobenzene